(S)-3-(2-cyano-4,4-difluoro-pyrrolidin-1-yl)-3-oxo-N-phenyl-propionamide (1R,2S,3S,5S)-methyl-N-(3-methanesulfonyloxypropyl)-3-(4-iodophenyl)-8-azabicyclo[3.2.1]octane-2-carboxylate COC(=O)[C@@H]1[C@H]2CC[C@@H](C[C@@H]1C1=CC=C(C=C1)I)N2CCCOS(=O)(=O)C.C(#N)[C@H]2N(CC(C2)(F)F)C(CC(=O)NC2=CC=CC=C2)=O